N-(4-(2-((4-(4-methyl-7H-pyrrolo[2,3-d]pyrimidin-6-yl)phenyl)amino)-2-oxoethyl)phenyl)acrylamide CC=1C2=C(N=CN1)NC(=C2)C2=CC=C(C=C2)NC(CC2=CC=C(C=C2)NC(C=C)=O)=O